7,7,9-trimethyl-4,13-dioxo-3,14-dioxa-5,12-diazahexadecane-1,16-diyl diacrylate C(C=C)(=O)OCCOC(NCC(CC(CCNC(OCCOC(C=C)=O)=O)C)(C)C)=O